5-[3-{2-[(2R,5r)-5-amino-1,3-dioxan-2-yl]cyclopropyl}-4-(trifluoromethyl)phenyl]-1,3,4-oxadiazol-2(3H)-one NC1COC(OC1)C1C(C1)C=1C=C(C=CC1C(F)(F)F)C1=NNC(O1)=O